CN1C(=NN=C1)CC1(CC(C1)C#N)C1=CC(=CC=C1)N1C(C2=CC(=CC(=C2C1)C(F)(F)F)CNC1(CCC1)C)=O (1r,3r)-3-((4-methyl-4H-1,2,4-triazol-3-yl)methyl)-3-(3-(6-(((1-methylcyclobutyl)amino)methyl)-1-oxo-4-(trifluoromethyl)isoindolin-2-yl)phenyl)cyclobutanecarbonitrile